NC=1N=NC(=CC1N1C[C@@H](OCC1)C1=CC(=C(C(=O)N2CCC(CC2)CN2CCC(CC2)N2C(=CC3=C(C=CC=C23)N2CNCC=C2)C)C=C1)C)C1=C(C=CC=C1)O (s)-1-(1-(1-((1-(4-(4-(3-Amino-6-(2-hydroxyphenyl)pyridazin-4-yl)morpholin-2-yl)-2-methylbenzoyl)piperidin-4-yl)methyl)piperidin-4-yl)-2-methyl-1H-indol-4-yl)dihydropyrimidine